(2S)-2-[4-(4-chlorophenoxy)-2-(trifluoromethyl)phenyl]-1-(1H-1,2,4-triazol-1-yl)propan-2-ol methyl-2-chloro-3-(2-methyl-6-oxo-1H-pyridin-4-yl)benzoate CC1=C(C(=C(C(=O)O[C@@](CN2N=CN=C2)(C)C2=C(C=C(C=C2)OC2=CC=C(C=C2)Cl)C(F)(F)F)C=C1)Cl)C=1C=C(NC(C1)=O)C